2-fluoro-6-(4-hydroxy-3-methoxyanilino)-9-(oxepan-2-yl)-9H-purine FC1=NC(=C2N=CN(C2=N1)C1OCCCCC1)NC1=CC(=C(C=C1)O)OC